C(C)OC(=O)C1=NN(C=N1)COCC[Si](C)(C)C 1-((2-(trimethylsilyl)ethoxy)methyl)-1H-1,2,4-triazole-3-carboxylic acid ethyl ester